1-(5-bromothiazol-2-yl)-N,N-dimethylmethanamine BrC1=CN=C(S1)CN(C)C